The molecule is a steroid saponin that is the monosaccharide derivative of the 19-norwithanolide. It has been isolated from the aerial parts of Physalis longifolia. It has a role as a metabolite and a plant metabolite. It is a beta-D-glucoside, a delta-lactone, a 6alpha-hydroxy steroid, a 3beta-hydroxy steroid, a monosaccharide derivative and a steroid saponin. CC1=C(C[C@@H](OC1=O)[C@@H](C)[C@H]2CC[C@@H]3[C@@]2(CC[C@H]4[C@H]3C[C@@H](C5=C4C(=O)C[C@@H](C5)O)O)C)CO[C@H]6[C@@H]([C@H]([C@@H]([C@H](O6)CO)O)O)O